6-(4-(3,3,3-trifluoropropyl)piperazin-1-yl)pyridin-3-amine FC(CCN1CCN(CC1)C1=CC=C(C=N1)N)(F)F